BrC=1C=C2C(=NC1)NC=C2C(=O)C=2C(=C(C=CC2F)NS(=O)(=O)CCC)F propane-1-sulfonic acid [3-(5-bromo-1H-pyrrolo[2,3-b]pyridine-3-carbonyl)-2,4-difluoro-phenyl] amide